5-(3,6-dihydro-2H-pyran-4-yl)benzaldehyde O1CCC(=CC1)C=1C=CC=C(C=O)C1